methyl-7'-nitro-2',3'-dihydro-1'H-spiro[cyclopropane-1,4'-isoquinoline] CC1NCC2(C3=CC=C(C=C13)[N+](=O)[O-])CC2